NC=1C(=CC(=C(C1)N1N=C(N(C1=O)C(F)F)C)Cl)Cl 2-(5-amino-2,4-dichlorophenyl)-4-(difluoromethyl)-5-methyl-2,4-dihydro-3H-1,2,4-triazol-3-one